ClC1=CC(=C(CC2=NC3=C(N2)C=CC=C3C3CCN(CC3)CC3=NC2=C(N3C[C@H]3OCC3)C=C(C=C2)C(=O)O)C=C1)F (S)-2-((4-(2-(4-chloro-2-fluorobenzyl)-1H-benzo[d]imidazol-4-yl)piperidin-1-yl)methyl)-1-(oxetan-2-ylmethyl)-1H-benzo[d]imidazole-6-carboxylic acid